(3-bromophenyl)-2-methyl-2H-1,2,3-triazole BrC=1C=C(C=CC1)C1=NN(N=C1)C